CC1(C(N(CC1)C1=C(C=C(C=C1C)C)C)=O)C1=CC=CC=C1 3-Methyl-3-phenyl-1-(2,4,6-trimethylphenyl)-2-pyrrolidone